2,3,4,5-tetrahydro-1H-thieno[3,2-e][1,4]diazepine N1CCNCC2=C1C=CS2